C1(=CC=CC=C1)CC(=O)NC=1OC2=C(N1)C=CC(=C2)N(C(=O)NC2=CC=C(C=C2)C)CCN2CCOCC2 1-(2-phenylacetylaminobenzo[d]oxazol-6-yl)-1-[2-(4-morpholinyl)ethyl]-3-(4-methylphenyl)urea